N(=[N+]=[N-])[C@H]1C[C@@H](OC[C@H]1S(=O)(=O)C)C(=O)N1[C@H](C2=CC=CC=C2CC1)C1=CC=C(C=C1)F ((2R,4S,5S)-4-azido-5-(methylsulfonyl)tetrahydro-2H-pyran-2-yl)((S)-1-(4-fluorophenyl)-3,4-dihydroisoquinolin-2(1H)-yl)methanone